[3-formyl-4-[4-(4-prop-2-enoyloxybutoxycarbonyloxy)benzoyl]oxy-phenyl]4-(4-prop-2-enoyloxybutoxycarbonyloxy)benzoate C(=O)C=1C=C(C=CC1OC(C1=CC=C(C=C1)OC(=O)OCCCCOC(C=C)=O)=O)OC(C1=CC=C(C=C1)OC(=O)OCCCCOC(C=C)=O)=O